ClC1=C(C(=O)NCC2CCNCC2)C=CC(=C1)NC=1C=2N(C=CN1)C(=CN2)C2=C(C(=C(C=C2)OC(F)F)F)F 2-chloro-4-[[3-[4-(difluoromethoxy)-2,3-difluorophenyl]imidazo[1,2-a]pyrazin-8-yl]amino]-N-(4-piperidylmethyl)benzamide